(S)-3-(amino(4-fluoro-bicyclo[2.2.1]hept-1-yl)methyl)-5-chloro-4-fluorophenol N[C@H](C=1C=C(C=C(C1F)Cl)O)C12CCC(CC1)(C2)F